N-(4-fluoro-5-(((2S,4R)-4-((8-fluoroquinazolin-4-yl)oxy)-2-methylpyrrolidin-1-yl)methyl)thiazol-2-yl)acetamide FC=1N=C(SC1CN1[C@H](C[C@H](C1)OC1=NC=NC2=C(C=CC=C12)F)C)NC(C)=O